4-(6-methoxy-3-(4-(5-methoxy-2-methyl-1H-indol-3-yl)thiazol-2-yl)-1H-indol-1-yl)-1-morpholinobutan-1-one COC1=CC=C2C(=CN(C2=C1)CCCC(=O)N1CCOCC1)C=1SC=C(N1)C1=C(NC2=CC=C(C=C12)OC)C